1-[4-(2-hydroxyethoxy)phenyl]-2,2-dimethyl-1-propanol OCCOC1=CC=C(C=C1)C(C(C)(C)C)O